2-((1-(5-(4-methylpiperazin-1-yl)-9-vinyl-[1,2,4]triazolo[4,3-c]quinazolin-7-yl)ethyl)amino)benzoic acid CN1CCN(CC1)C1=NC=2C(=CC(=CC2C=2N1C=NN2)C=C)C(C)NC2=C(C(=O)O)C=CC=C2